C(C)OC(C(=C)C1=CC=C(C=C1CC1=C(C(=CC(=C1)C)C(C)(C)C)O)C)=O ethyl-6-(3-t-butyl-2-hydroxy-5-methylbenzyl)-4-methylphenylacrylate